N1=NN=C(C=C1)C=1C(=C(C=CC1)C1=CC=CC=C1)C1=C(C=CC=2SC3=C(C21)C=CC=C3)C3=CC=CC=C3 (triazinyl)(phenyldibenzothiophenyl)biphenyl